(octahydro-4,7-methano-[5H]inden-5-ylidene)butyraldehyde C1CCC2C3C(CC(C12)C3)=C(C=O)CC